(R)-bis((R)-1-phenylethyl)amine C[C@H](C1=CC=CC=C1)N[C@H](C)C2=CC=CC=C2